[Cl-].[Cl-].C[Zr-6](C1C(=CC2=C(C=3CCCC3C=C12)C1=CC=CC=C1)C)(C1C=C(C=C1)CCCC)(=[SiH2])(=[SiH2])(C)(C)C Tetramethyldisilylene(3-n-butyl-cyclopentadienyl)(2-methyl-4-phenyl-1,5,6,7-tetrahydro-s-indacenyl)zirconium(IV) dichloride